C(C)(C)(C)NC(C1=CC(C(=O)NC(C)(C)C)=CC(C(=O)NC(C)(C)C)=C1)=O trimesic acid tris(tert-butylamide)